The molecule is an acyl-CoA oxoanion that is the pentaanion of tetradecanedioyl-CoA, arising from deprotonation of the phosphate, diphosphate and carboxylic acid functions; major species at pH 7.3. It is a conjugate base of a tetradecanedioyl-CoA. CC(C)(COP(=O)([O-])OP(=O)([O-])OC[C@@H]1[C@H]([C@H]([C@@H](O1)N2C=NC3=C(N=CN=C32)N)O)OP(=O)([O-])[O-])[C@H](C(=O)NCCC(=O)NCCSC(=O)CCCCCCCCCCCCC(=O)[O-])O